2,4-dibutyl-1,3,2,4-diazadibismetane C(CCC)[Bi]1N[Bi](N1)CCCC